COC(=O)C1=CN(C(C(=C1)C=1C=NN(C1OCCC[C@H](CNC1=C(C=CC(=C1)Br)[N+](=O)[O-])C)C)=O)CC methyl-(R)-5-(5-((5-((5-bromo-2-nitrophenyl) amino)-4-methylpentyl) oxy)-1-methyl-1H-pyrazol-4-yl)-1-ethyl-6-oxo-1,6-dihydropyridine-3-carboxylate